NC1=NC2=CC(=CC(=C2C=C1Cl)F)CCC=1[C@]([C@H]([C@@H](C1)N1C=CC2=C1N=CN=C2C)O)(O)C (1S,2R,5R)-3-(2-(2-amino-3-chloro-5-fluoroquinolin-7-yl)ethyl)-2-methyl-5-(4-methyl-7H-pyrrolo[2,3-d]pyrimidin-7-yl)cyclopent-3-ene-1,2-diol